CN(C(=O)C1=CC=C2C(C(NC2=C1)=O)=O)C 6-dimethylaminocarbonyl-indoline-2,3-dione